butyl-2,7-diazaspiro[3.5]nonane C(CCC)C1NCC12CCNCC2